CC1(C2=C(C(C=3C=4C=CC(=NC4NC13)C#N)=O)C=CC(=C2)N2CCNCC2)C 10,10-dimethyl-5-oxo-8-piperazin-1-yl-10,11-dihydro-5H-1,11-diaza-benzo[b]fluorene-2-carbonitrile